[Si](C)(C)(C(C)(C)C)OC=1C=CC2=C(C1)[Si]1(CCCCC1)C1=C(C23OC(C2=CC(=C(C=C23)C(=O)OC(C)(C)C)Cl)=O)C=CC(=C1)O[Si](C)(C)C(C)(C)C tert-butyl 3',7'-bis((tert-butyldimethylsilyl)oxy)-5-chloro-3-oxo-3H-dispiro[isobenzofuran-1,10'-dibenzo[b,e]siline-5',1''-silinane]-6-carboxylate